1-propyl-1H-pyrazolo[3,4-c]pyridine-5-carbaldehyde C(CC)N1N=CC=2C1=CN=C(C2)C=O